1H-naphthalen C1CC=CC2=CC=CC=C12